2-(METHOXYMETHYL)-5-PYRIMIDINECARBALDEHYDE COCC1=NC=C(C=N1)C=O